iodo(sulfanylidene)amine IN=S